N-[(1S)-2-(dimethylamino)-1-methyl-ethyl]-5,6-dimethyl-pyrido[4,3-b]carbazole-9-carboxamide CN(C[C@H](C)NC(=O)C1=CC=2C=3C=C4C(=C(C3N(C2C=C1)C)C)C=CN=C4)C